COC=1C=C(C=CC1OC)C=1NC2=CC=C(C=C2C1CC)C1CCN(CC1)C(CNC=1SC=CN1)=O 1-(4-(2-(3,4-dimethoxyphenyl)-3-ethyl-1H-indol-5-yl)piperidin-1-yl)-2-(thiazol-2-ylamino)ethanone